propoxypropyl alcohol C(CC)OCCCO